OCC=1N=C(OC1C(F)(F)F)N1CC(N(C(C1)C)C(=O)[O-])C 4-[4-(hydroxymethyl)-5-(trifluoromethyl)-1,3-oxazol-2-yl]-2,6-dimethylpiperazine-1-carboxylate